3-ethynyl-4-methoxypyridine C(#C)C=1C=NC=CC1OC